(R)-5-AMINO-4-HYDROXYPENTANOIC ACID NC[C@@H](CCC(=O)O)O